OC1=C(C(=O)OC)C(=CC(=C1)C)C=1SC=CC1 Methyl 2-hydroxy-4-methyl-6-(thiophen-2-yl)benzoate